NC1=NC(=NC2=C(C(=C(C=C12)OC)OC)F)N1CCN(CC1)C(CC1SCCN1C(=O)OC(C)(C)C)=O tert-Butyl 2-(2-(4-(4-amino-8-fluoro-6,7-dimethoxyquinazolin-2-yl)piperazin-1-yl)-2-oxoethyl)thiazolidine-3-carboxylate